ClC=1C=CC=C2C(C=C(OC12)C1=C(OCCN2[C@@H](CCC2)C(=O)O)C=CC=C1)=O (2S)-1-[2-[2-(8-chloro-4-oxo-chromen-2-yl)phenoxy]ethyl]pyrrolidine-2-carboxylic acid